C1(CCC1)N1CCC2=C(CC1)C=C(C(=C2)[N+](=O)[O-])N 3-Cyclobutyl-8-nitro-2,3,4,5-tetrahydro-1H-benzo[d]azepin-7-amine